5-bromo-6-(bromomethyl)-2-(3,4-dichlorophenyl)-1-ethyl-4-oxo-1,4-dihydropyridine-3-carboxylic acid BrC=1C(C(=C(N(C1CBr)CC)C1=CC(=C(C=C1)Cl)Cl)C(=O)O)=O